FC(C1=CC(=NN1C)C1=NC(=NO1)C1(CC1)C1=C(C=CC=C1)C)F 5-(5-(difluoromethyl)-1-methyl-1H-pyrazol-3-yl)-3-(1-(o-tolyl)cyclopropyl)-1,2,4-oxadiazole